1-(5Z,8Z,11Z,14Z-eicosatetraenoyl)-2-(11Z,14Z-eicosadienoyl)-glycero-3-phosphoserine CCCCC/C=C\C/C=C\CCCCCCCCCC(=O)O[C@H](COC(=O)CCC/C=C\C/C=C\C/C=C\C/C=C\CCCCC)COP(=O)(O)OC[C@@H](C(=O)O)N